1,3,4-trimethyl-5-(4,4,5,5-tetramethyl-1,3,2-dioxaborolan-2-yl)pyridin-2(1H)-one CN1C(C(=C(C(=C1)B1OC(C(O1)(C)C)(C)C)C)C)=O